CC1=NN2C(N(CC(C2)C)C(CCC(=O)NC=2C=CC(=NC2)C=2C=NC=C(C2)F)=O)=C1 4-(2,6-dimethyl-6,7-dihydropyrazolo[1,5-a]pyrimidin-4(5H)-yl)-N-(5'-fluoro-[2,3'-bipyridin]-5-yl)-4-oxobutanamide